BrC1=C2C[C@](N(C2=CC(=C1Cl)F)C(=O)OC(C)(C)C)(C1=CC=CC=C1)[C@H](CC=C)N[S@](=O)C(C)(C)C tert-butyl (S)-4-bromo-2-((S)-1-(((R)-tert-butylsulfinyl)amino)but-3-en-1-yl)-5-chloro-6-fluoro-2-phenylindoline-1-carboxylate